2-[(6,7-dichloro-3-iodo-1H-indol-4-yl)oxy]acetonitrile ClC1=CC(=C2C(=CNC2=C1Cl)I)OCC#N